C(C)(C)(C)OC1=NC=C(C(=N1)OC(C)(C)C)C=1C=C(C=2N(N1)C=CN2)OC(C)C(C)C 6-(2,4-di-tert-butoxypyrimidin-5-yl)-8-((3-methylbutan-2-yl)oxy)imidazo[1,2-b]pyridazine